3-amino-2-methylpropyl-(dodecyloxydimethylsilane) NCC(C[Si](C)(C)OCCCCCCCCCCCC)C